C(C)(C)C=1N=C(C2=CC=CC=C2C1)C1=C(C(=CC=C1)C)C (isopropyl)(dimethyl-phenyl)isoquinoline